O[C@@H](C)C=1N(C=CN1)CC1=NOC(=C1)C1=CC=C(C=C1)C#CC=1C=C(C(=O)O)C=CC1 (S)-3-((4-(3-((2-(1-hydroxyethyl)-1H-imidazol-1-yl)methyl)isoxazol-5-yl)phenyl)ethynyl)benzoic acid